CN1N=CC(=C1)C1=CC2=C(O[C@@H](CN2)[C@@H](C2=CC=CC=C2)NC[C@@H](C)C2=NC=C(C#N)C=C2)N=C1 |o1:23| 6-((R or S)-1-(((R)-((S)-7-(1-methyl-1H-pyrazol-4-yl)-2,3-dihydro-1H-pyrido[2,3-b][1,4]oxazin-3-yl)(phenyl)methyl)amino)propan-2-yl)nicotinonitrile